I.FC=1C=C(N)C=C(C1F)F 3,4,5-trifluoroaniline hydroiodide